tert-butyl 4-[2-methyl-4-[[(1R)-1-[2-methyl-3-(trifluoromethyl)phenyl]ethyl]amino]-1,7-dioxo-pyrido[3,4-d]pyridazin-6-yl]piperidine-1-carboxylate CN1N=C(C=2C(C1=O)=CC(N(C2)C2CCN(CC2)C(=O)OC(C)(C)C)=O)N[C@H](C)C2=C(C(=CC=C2)C(F)(F)F)C